6-[(1-Acetylazetidin-3-yl)amino]-N-[(2R)-2-hydroxy-2-[(3S)-7-hydroxy-1,2,3,4-tetrahydro-isoquinolin-3-yl]ethyl]-2-pyrrolidin-1-yl-pyrimidine-4-carboxamide C(C)(=O)N1CC(C1)NC1=CC(=NC(=N1)N1CCCC1)C(=O)NC[C@H]([C@H]1NCC2=CC(=CC=C2C1)O)O